6H-isochromeno[3,4-d]pyrimidine C1=C2C(=NC=N1)OCC=1C=CC=CC12